3,7-dinonyl-10H-phenoxazine C(CCCCCCCC)C=1C=CC=2NC3=CC=C(C=C3OC2C1)CCCCCCCCC